CC1=C(C=CC=C1S(=O)(=O)C)C=1C(N(C=CC1)C1=CC=NC=C1)=O (2-methyl-3-(methylsulfonyl)phenyl)-2H-[1,4'-bipyridin]-2-one